OCCCCOC=1C(=C(C2=CC=CC=C2C1)C1=CC=CC2=CC=CC=C12)OCCCCO bis(4-hydroxybutoxy)-1,1'-binaphthalene